COC(=O)C1=CC2=CC=C(C=C2C=C1)B1OC(C(O1)(C)C)(C)C 6-(4,4,5,5-tetramethyl-[1,3,2]dioxaborolan-2-yl)-naphthalene-2-carboxylic acid methyl ester